[Ca+2].P(=O)(O)(O)OCC[N+](C)(C)C.OCC[N+](C)(C)C choline phosphocholine calcium salt